C(C)C=1C=C(C(=O)O)C=C(C1)CC 3,5-diethyl-benzoic acid